2-(2'-hydroxy-3'-tert.Butyl-5'-methylphenyl)-5-chlorobenzotriazole OC1=C(C=C(C=C1C(C)(C)C)C)N1N=C2C(=N1)C=CC(=C2)Cl